N-(cyclopropylmethyl)-2-(4-(1-(4-(trifluoromethoxy)phenyl)-1H-1,2,4-triazol-3-yl)phenyl)ethanamine C1(CC1)CNCCC1=CC=C(C=C1)C1=NN(C=N1)C1=CC=C(C=C1)OC(F)(F)F